C(C)(C)(C)OC(=O)NCC(C(=O)OC)CNC(=O)OC(C)(C)C methyl 3-[(tert-butoxycarbonyl)amino]-2-[[(tert-butoxycarbonyl)amino]methyl]propanoate